C(C)(C)(C)OC(C1=CC=C(C=C1)C#CC#CBr)=O.FC1(CC(N(C1)C(CNC(CCCOC1=CC=CC=C1)=O)=O)C(=O)N)CF 4-fluoro-4-(fluoromethyl)-1-((4-phenoxybutyryl)glycyl)pyrrolidine-2-carboxamide tert-butyl-4-(bromobuta-1,3-diyn-1-yl)benzoate